7-oxa-2-azaspiro[3.5]nonan-2-ium oxalate C(C(=O)[O-])(=O)[O-].C1[NH2+]CC12CCOCC2.C2[NH2+]CC21CCOCC1